3,7,9,9-tetramethyl-2-decen-5-one CC(=CC)CC(CC(CC(C)(C)C)C)=O